ClC=1C=C(C=C2C=NNC12)C=1N=C(C(=NC1C1=CC=CC=C1)N)OCC1CCN(CC1)C 5-(7-chloro-1H-indazol-5-yl)-3-((1-methylpiperidin-4-yl)methoxy)-6-phenylpyrazin-2-amine